N-[(4-methoxyphenyl)methyl][(4-{2-oxo-2-[3-(trifluoromethyl)piperazinyl]ethyl}phenyl)amino]carboxamide COC1=CC=C(C=C1)CNC(=O)NC1=CC=C(C=C1)CC(N1CC(NCC1)C(F)(F)F)=O